FC=1C(=NC(=C(C1)F)N[C@H]1CNC[C@@H]1F)C1=CN=C2N1C=C(C=C2)C(C(F)(F)F)(C)O 2-(3-(3,5-difluoro-6-(((3S,4S)-4-fluoropyrrolidin-3-yl)amino)pyridin-2-yl)imidazo[1,2-a]pyridin-6-yl)-1,1,1-trifluoropropan-2-ol